tert-Butyl 6-(8-(benzo[d]thiazol-2-ylcarbamoyl)-3,4-dihydroisoquinolin-2(1H)-yl)-3-(3-(((1r,4r)-4-(3-ethoxy-3-oxopropyl)cyclohexyl)oxy)-2-methylphenyl)picolinate S1C(=NC2=C1C=CC=C2)NC(=O)C=2C=CC=C1CCN(CC21)C2=CC=C(C(=N2)C(=O)OC(C)(C)C)C2=C(C(=CC=C2)OC2CCC(CC2)CCC(=O)OCC)C